BrC=1C(=C2C(=NN(C(C2=CC1)=O)CC(=O)NC1=NC=C(C=N1)F)C(C)F)F 2-[6-bromo-5-fluoro-4-(1-fluoroethyl)-1-oxophthalazin-2-yl]-N-(5-fluoropyrimidin-2-yl)acetamide